[Bi](=O)=S bismuth oxide-sulfide